OCCOC1CC(NC1)C(=O)O 4-(2-hydroxyethoxy)-pyrrolidine-2-carboxylic acid